N-(4-(8-amino-3-(4-(morpholine-4-carbonyl)bicyclo[2.2.2]octan-1-yl)imidazo[1,5-a]pyrazin-1-yl)benzyl)-5-fluoro-2-methoxybenzamide NC=1C=2N(C=CN1)C(=NC2C2=CC=C(CNC(C1=C(C=CC(=C1)F)OC)=O)C=C2)C21CCC(CC2)(CC1)C(=O)N1CCOCC1